tert-Butyl (5-bromo-4-methylpyridin-2-yl)methyl(methyl)carbamate BrC=1C(=CC(=NC1)CN(C(OC(C)(C)C)=O)C)C